COC1=NC=C(C=N1)C1=C2C(N(C(=NC2=CC=C1)[C@H](CCC)NC1=NC=NC2=CC=C(C=C12)C#N)C1=CC=CC=C1)=O (S)-4-((1-(5-(2-methoxypyrimidin-5-yl)-4-oxo-3-phenyl-3,4-dihydroquinazolin-2-yl)butyl)amino)quinazoline-6-carbonitrile